2-(4-fluorophenyl)-N-{4-[5-fluoro-3-(pyridin-2-yl)-1H-pyrrolo[3,2-b]pyridin-2-yl]pyridin-2-yl}acetamide FC1=CC=C(C=C1)CC(=O)NC1=NC=CC(=C1)C1=C(C2=NC(=CC=C2N1)F)C1=NC=CC=C1